3-Isopropyl-5-((1'-isopropyl-[1,4'-bipiperidin]-4-yl)oxy)-2-(2-methylpyridin-4-yl)-1H-indol C(C)(C)C1=C(NC2=CC=C(C=C12)OC1CCN(CC1)C1CCN(CC1)C(C)C)C1=CC(=NC=C1)C